4-(1,3-dimethyl-2-oxo-1,2-dihydroquinolin-5-yl)-N-(4-methoxybenzyl)-1-methyl-1,2,3,4-tetrahydroquinoxaline-6-sulfonamide CN1C(C(=CC2=C(C=CC=C12)N1CCN(C2=CC=C(C=C12)S(=O)(=O)NCC1=CC=C(C=C1)OC)C)C)=O